N1(CCC[C@H]2CCCC[C@H]12)S(=O)(=O)C=1C=C2CCCNC2=CC1 6-[(4Ar,8as)-octahydroquinolin-1(2h)-ylsulfonyl]-1,2,3,4-tetrahydroquinoline